Cis-(4aS,9bS)-9-fluoro-7-(trifluoromethoxy)-1,2,3,4,4a,9b-hexahydrobenzofuro[3,2-b]pyridine hydrochloride Cl.FC1=CC(=CC2=C1[C@@H]1NCCC[C@@H]1O2)OC(F)(F)F